Cl.FC1=CC=C(C=C1)C1=CC=C2C=C(NC2=C1)C(=O)N 6-(4-fluorophenyl)-1H-indole-2-carboxamide hydrogen chloride salt